5-chloro-N-(2-chloro-4-{3-methyl-4-[(1-methylpiperidin-4-yl)oxy]-1H-pyrazolo[3,4-d]pyrimidin-6-yl}phenyl)-2-fluorobenzenesulfonamide ClC=1C=CC(=C(C1)S(=O)(=O)NC1=C(C=C(C=C1)C1=NC(=C2C(=N1)NN=C2C)OC2CCN(CC2)C)Cl)F